(1S,3R,4S,5R)-3-((5-chloro-4-(7'-fluoro-2'-methylspiro[cyclopentane-1,3'-indol]-5'-yl)pyrimidin-2-yl)amino)-6,8-dioxabicyclo[3.2.1]octan-4-ol ClC=1C(=NC(=NC1)N[C@@H]1C[C@H]2CO[C@@H]([C@H]1O)O2)C=2C=C1C3(C(=NC1=C(C2)F)C)CCCC3